Cl.N[C@@H](C)C1=CC(=CS1)C(N)=N (S)-5-(1-aminoethyl)thiophene-3-carboximidamide hydrochloride